C(C)(C)(C)OC(=O)N1CC(C1)NC(=O)C=1C(=NNC1C)C.ClC1=C2C(=NN(C2=CC=C1)S(=O)(=O)C1=CC=C(C=C1)C(C)(F)F)[C@@H]1CC(CC1)(F)F 4-Chloro-3-[(1S)-3,3-difluorocyclopentyl]-1-[4-(1,1-difluoroethyl)phenyl]sulfonyl-indazole tert-Butyl-3-((3,5-dimethyl-1H-pyrazole-4-carbonyl)amino)azetidine-1-carboxylate